CN1C(C(=C(C2=CC(=CC=C12)C)N1CCC(CC1)OC1=CC=C(C=C1)OC(F)(F)F)C(=O)N)=O 1,6-dimethyl-2-oxo-4-{4-[4-(trifluoromethoxy)phenoxy]piperidin-1-yl}-1,2-dihydroquinoline-3-carboxamide